tert-butyl (1R,5S)-3-((2-methyl-2H-tetrazol-5-yl) (phenyl) methyl)-3,8-diazabicyclo[3.2.1]octane-8-carboxylate CN1N=C(N=N1)C(N1C[C@H]2CC[C@@H](C1)N2C(=O)OC(C)(C)C)C2=CC=CC=C2